C(C1=CC=CC=C1)OCCCN1N=C(C=C1C(=O)O)C [3-(benzyloxy)propyl]-3-methyl-1H-pyrazole-5-carboxylic acid